tert-butyl 7-(2-((6-cyanopyridazin-3-yl)amino)ethyl)-6,8-dioxa-2-azaspiro[3.5]nonane-2-carboxylate C(#N)C1=CC=C(N=N1)NCCC1OCC2(CN(C2)C(=O)OC(C)(C)C)CO1